2-methyl-5-(1H-pyrrol-2-yl)-N-(3-(4'-(trifluoromethoxy)-[1,1'-biphenyl]-4-yl)propyl)thiazolo[5,4-d]pyrimidin-7-amine CC=1SC=2N=C(N=C(C2N1)NCCCC1=CC=C(C=C1)C1=CC=C(C=C1)OC(F)(F)F)C=1NC=CC1